Cl.CN(CCC)C 3-dimethylaminopropane hydrochloride